6-((4-fluorophenyl)amino)-N-methoxy-4-((2-(N-methyl-methanesulfonamido)phenyl)amino)nicotinamide FC1=CC=C(C=C1)NC1=NC=C(C(=O)NOC)C(=C1)NC1=C(C=CC=C1)N(S(=O)(=O)C)C